S(=O)(=O)([O-])[O-].C(CCCCCCCCCCCCCCC)(=O)[O-].[NH4+].[NH4+].[NH4+] ammonium palmitat sulfate